benzyl 5-((((CIS)-4-phenylcyclohexyl)oxy)methyl)-4-(1-((2-(trimethylsilyl)ethoxy)methyl)-1H-pyrazol-3-yl)-2,3-dihydro-1H-pyrrole-1-carboxylate C1(=CC=CC=C1)[C@H]1CC[C@H](CC1)OCC1=C(CCN1C(=O)OCC1=CC=CC=C1)C1=NN(C=C1)COCC[Si](C)(C)C